C(#N)C[C@@H]1N(CCN(C1)C=1C2=C(N=C(N1)OC[C@H]1N(CCC1)C)CN(C2)CC2=CC=CC1=CC=CC=C21)C(=O)OCC2=CC=CC=C2 benzyl (S)-2-(cyanomethyl)-4-(2-(((S)-1-methylpyrrolidin-2-yl)methoxy)-6-(naphthalen-1-ylmethyl)-6,7-dihydro-5H-pyrrolo[3,4-d]pyrimidin-4-yl)piperazine-1-carboxylate